ethyl ((1-(1-((1s,4s)-4-isopropylcyclohexyl) piperidin-4-yl)-3-(pyrrolidin-1-ylmethyl)-1H-pyrrolo[2,3-b]pyridin-2-yl)methyl)carbamate C(C)(C)C1CCC(CC1)N1CCC(CC1)N1C(=C(C=2C1=NC=CC2)CN2CCCC2)CNC(OCC)=O